N-(1-cyclopropyl-2,2,2-trifluoroethyl)-7-methyl-5-(4-methylpyridin-3-yl)pyrazolo[1,5-a]Pyrimidine C1(CC1)C(C(F)(F)F)N1CC=C2N1C(=CC(=N2)C=2C=NC=CC2C)C